C[C@@H](NC(=O)C)P(=O)(O)[O-] The molecule is an organophosphonate oxoanion that is the conjugate base of [(1S)-1-acetamidoethyl]phosphonic acid, obtained by deprotonation of one of the phosphonate OH groups. It is the major microspecies at pH 7.3 (according to Marvin v 6.2.0.). It is a conjugate base of a [(S)-1-acetamidoethyl]phosphonic acid.